ClC1=C(C=C(CN2[C@@H](CN(CC2)C(=O)N2N=C(C=C2)NS(=O)(=O)C)C)C=C1)N1CCC(CC1)(F)F (R)-N-(1-(4-(4-Chloro-3-(4,4-difluoropiperidin-1-yl)benzyl)-3-methylpiperazine-1-carbonyl)-1H-pyrazol-3-yl)methanesulfonamide